BrC1=CC(=CC=2N=C(OC21)S)NC(C)=O N-(7-bromo-2-mercaptobenzo[d]oxazol-5-yl)acetamide